N1-(4-methyl-3-(trifluoromethyl)benzyl)-N2-(1H-pyrrolo[3,2-c]pyridin-3-yl)oxalamide CC1=C(C=C(CNC(C(=O)NC2=CNC3=C2C=NC=C3)=O)C=C1)C(F)(F)F